BrC=1C(=CC=C2C(=CNC12)C1=NC(=NC=C1C(F)(F)F)N[C@@H]1C[C@H](CC1)NC(=O)OC(C)(C)C)C(=O)OC methyl 7-bromo-3-(2-(((1S,3S)-3-((tert-butoxycarbonyl)amino)cyclopentyl)amino)-5-(trifluoromethyl)pyrimidin-4-yl)-1H-indole-6-Carboxylate